4-chloro-2-((4-methoxy-2-(1-methoxyvinyl)phenyl)ethynyl)aniline ClC1=CC(=C(N)C=C1)C#CC1=C(C=C(C=C1)OC)C(=C)OC